cyclohexene oxide diglycidyl-1,2-cyclohexenedicarboxylate C(C1CO1)OC(=O)C1=C(CCCC1)C(=O)OCC1CO1.C12C(CCCC1)O2